ClC=1C=C(CC2=C3C(=NC(=NC3=CC=C2C=2C=NNC2)N2CCN(CC2)CCN(C)C)N)C=CC1 (3-chlorobenzyl)-2-(4-(2-(dimethylamino)ethyl)piperazin-1-yl)-6-(1H-pyrazole-4-yl)quinazolin-4-amine